ClC1=NC(=CC(=N1)C#N)Cl 2,6-Dichloro-4-cyanopyrimidine